(1,1'-Bis(diphenylphosphino)ferrocene) Palladium (II) chloride [Pd](Cl)Cl.C1(=CC=CC=C1)P([C-]1C=CC=C1)C1=CC=CC=C1.[C-]1(C=CC=C1)P(C1=CC=CC=C1)C1=CC=CC=C1.[Fe+2]